ClC1=CC=C(C=C1)[C@@H](CC1=CC(CC(C1)(C)C)=O)[C@H](C1=CC=CC=C1)[N+](=O)[O-] 3-((2R,3R)-2-(4-chlorophenyl)-3-nitro-3-phenylpropyl)-5,5-dimethylcyclohex-2-en-1-one